(S)-N-(8-fluoro-5-(methyl-d3)-4-oxo-2,3,4,5-tetrahydropyrido[3,2-b][1,4]oxazepin-3-yl)-4-(2-fluorophenyl)-5-(methyl-d3)pyrimidine-2-carboxamide FC1=CC=2OC[C@@H](C(N(C2N=C1)C([2H])([2H])[2H])=O)NC(=O)C1=NC=C(C(=N1)C1=C(C=CC=C1)F)C([2H])([2H])[2H]